monoisooctyl alcohol phosphate sodium salt [Na+].P(=O)([O-])([O-])OCCCCCC(C)C.[Na+]